C(C1=CC=CC=C1)OCC1(CC1)S(=O)(=O)C1(COC1)CO[Si](C(C)C)(C(C)C)C(C)C ((3-((1-((benzyloxy)methyl)cyclopropyl)sulfonyl)oxetan-3-yl)methoxy)triisopropylsilane